[N+](=O)([O-])C1=C(C=CC=C1)C1=NN(C(=C1)C(=O)OCC)C1OCCCC1 ethyl 3-(2-nitrophenyl)-1-(tetrahydro-2H-pyran-2-yl)-1H-pyrazole-5-carboxylate